BrC=1C=C2C=C(N(C2=CC1)[C@@]1([C@H](C1)C)C#N)C(=O)N(C1=CC=CC=C1)C 5-bromo-1-[(1S,2S)-1-cyano-2-methylcyclopropyl]-N-methyl-N-phenylindole-2-carboxamide